[Na+].S(=O)(=O)([O-])C1=C(C(=O)O)C=CC(=C1)C(=O)O L-2-sulfoterephthalic acid monosodium salt